2'-((1-(2-hydroxyphenyl)-1H-1,2,3-triazol-4-yl)methyl)-3',4'-dihydro-2'H-spiro[cyclohexane-1,1'-isoquinolin]-4'-ol OC1=C(C=CC=C1)N1N=NC(=C1)CN1C2(C3=CC=CC=C3C(C1)O)CCCCC2